(2R,3S,5R)-3-(3,4-difluoro-2-methoxyphenyl)-N-(1-hydroxy-1,2-dihydrobenzo[d][1,2,3]diazaborin-7-yl)-5-methyl-5-(trifluoromethyl)tetrahydrothiophene-2-carboxamide FC=1C(=C(C=CC1F)[C@H]1[C@@H](S[C@](C1)(C(F)(F)F)C)C(=O)NC=1C=CC2=C(B(NN=C2)O)C1)OC